3-(4-chloro-3,5-dimethyl-pyrazol-1-yl)-N-(2,3-dihydro-1,4-benzodioxin-6-yl)-N-methyl-benzenesulfonamide ClC=1C(=NN(C1C)C=1C=C(C=CC1)S(=O)(=O)N(C)C1=CC2=C(OCCO2)C=C1)C